4-[(5-amino-2-pyridyl)oxy]-2-(trifluoromethoxy)benzonitrile NC=1C=CC(=NC1)OC1=CC(=C(C#N)C=C1)OC(F)(F)F